2-(3-((3-fluorocyclobutyl)(4-methyl-4H-1,2,4-triazol-3-yl)methyl)phenyl)-6-(((1-methylcyclobutyl)amino)methyl)-4-(trifluoromethyl)isoindolin-1-one FC1CC(C1)C(C=1C=C(C=CC1)N1C(C2=CC(=CC(=C2C1)C(F)(F)F)CNC1(CCC1)C)=O)C1=NN=CN1C